CC1=C(CN2S(C3=C(C2=O)C=CC=C3)(=O)=O)C=CC=C1 (2-methylbenzyl)benzo[d]isothiazol-3(2H)-one-1,1-dioxide